C(C)C(COC(C=C)=O)CCCC acrylic acid (2-ethylhexyl) ester